CS(=O)(=O)C1=CC(=C(C=C1)NCC#CC=1N=C2N(C=CC=C2NC2CCN(CC2)CC(C)(O)C)C1CC(F)(F)F)OC 1-{4-[(2-{3-[(4-methanesulfonyl-2-methoxyphenyl)amino]prop-1-yn-1-yl}-3-(2,2,2-trifluoroethyl)imidazo[1,2-a]pyridin-8-yl)amino]piperidin-1-yl}-2-methylpropan-2-ol